O1C(COCC1)CN1N=C(C2=CC=CC=C12)CN1CCC2(CC1)COC1=C3CN(C(C3=CC=C12)=O)C1C(NC(CC1)=O)=O 3-(1'-((1-((1,4-dioxan-2-yl)methyl)-1H-indazol-3-yl)methyl)-6-oxo-6,8-dihydro-2H,7H-spiro[furo[2,3-e]isoindole-3,4'-piperidin]-7-yl)piperidine-2,6-dione